FC(C(=O)O)(F)F.NC1=NC(=C2N=CNC2=N1)NC(C)C=1N=C2N(C(C1C1=C(C=CC=C1)F)=O)C(=CS2)C 7-{1-[(2-amino-9H-purin-6-yl)amino]ethyl}-6-(2-fluorophenyl)-3-methyl-5H-[1,3]thiazolo[3,2-a]pyrimidin-5-one Trifluoroacetic Acid Salt